1-[(1S,4S)-5-[4-[3-chloro-4-(cyclopropoxy)-2-fluoro-anilino]pyrimido[5,4-d]pyrimidin-6-yl]-2,5-diazabicyclo[2.2.1]heptan-2-yl]prop-2-en-1-one ClC=1C(=C(NC=2C3=C(N=CN2)C=NC(=N3)N3[C@@H]2CN([C@H](C3)C2)C(C=C)=O)C=CC1OC1CC1)F